(S)-1-((2-((S)-amino(4,4-difluorocyclohexyl)methyl)oxazolo[4,5-b]pyridin-5-yl)methyl)-4-(trifluoromethyl)imidazolidin-2-one N[C@H](C=1OC=2C(=NC(=CC2)CN2C(N[C@@H](C2)C(F)(F)F)=O)N1)C1CCC(CC1)(F)F